cyclohex-3-ene-1-carboxylic acid methyl ester COC(=O)C1CC=CCC1